C(C)N1C(COC2=C1C=C(C=C2)C2=C(C1=C(CCC2)C=C(C=C1)O)C1=CC=C(C=C1)O[C@@H]1CN(CC1)CCCF)=O 4-ethyl-6-[5-[4-[(3S)-1-(3-fluoropropyl)pyrrolidin-3-yl]oxyphenyl]-2-hydroxy-8,9-dihydro-7H-benzo[7]annulen-6-yl]-1,4-benzoxazin-3-one